1,2-epoxy-3-propanol C1C(CO)O1